Methyl 5-(2,6-dioxo-4-(trifluoromethyl)-3,6-dihydropyrimidin-1(2H)-yl)-4-fluoro-2-iodobenzoat O=C1N(C(C=C(N1)C(F)(F)F)=O)C=1C(=CC(=C(C(=O)OC)C1)I)F